ClC=1C=CC2=C(C=CCC=3N2C(=NN3)N3CCC2(CC3)OCC3=C2C=CC=C3)C1 8-chloro-1-(1'H,3H-spiro[2-benzofuran-1,4'-piperidin]-1'-yl)-4H-[1,2,4]triazolo[4,3-a][1]benzazepin